5-fluoro-N-[(3R,4S)-4-fluoro-1-(4-fluorobenzoyl)pyrrolidin-3-yl]benzamide FC=1C=CC=C(C(=O)N[C@@H]2CN(C[C@@H]2F)C(C2=CC=C(C=C2)F)=O)C1